ClC1=C(C=C(C(=C1)F)C1=C(C=CC=C1C)C)C=1NC(=C([N+]1[O-])C(NC1=CC(=CC=C1)C(F)(F)C1CC1)=O)C 2-(4-chloro-6-fluoro-2',6'-dimethyl-[1,1'-biphenyl]-3-yl)-4-((3-(cyclopropyldifluoromethyl)phenyl)carbamoyl)-5-methyl-1H-imidazole 3-oxide